1-({3,4-difluoro-2-[(2-fluoro-4-iodophenyl)amino]phenyl}carbonyl)-3-{[(2-fluoro-4-hydroxyphenyl)amino]methyl}azetidin-3-ol FC=1C(=C(C=CC1F)C(=O)N1CC(C1)(O)CNC1=C(C=C(C=C1)O)F)NC1=C(C=C(C=C1)I)F